O=C1NC(CC[C@@H]1N1C(C2=CC=C(C=C2C1)OCCOCCNC(C1=CC(=C(C=C1)NCC1=CC=C(C=C1)C(F)(F)F)C=1N=CN(C1)C)=O)=O)=O N-[2-[2-[2-[(3S)-2,6-Dioxo-3-piperidyl]-1-oxo-isoindolin-5-yl]oxyethoxy]ethyl]-3-(1-methylimidazol-4-yl)-4-[[4-(trifluoromethyl)phenyl]methylamino]benzamide